C[C@](N)(CC1C=CC(O)=C(O)C=1)C(=O)O L-α-methyldopa